tert-butyl N-[4-chloro-3-[[5-[2-(3-fluorophenyl)ethynyl]-3-methyl-2-pyridyl]carbamoyl]phenyl]carbamate ClC1=C(C=C(C=C1)NC(OC(C)(C)C)=O)C(NC1=NC=C(C=C1C)C#CC1=CC(=CC=C1)F)=O